OC=1C=C(C(=CC1)C(=O)OC)C(=O)OC dimethyl 4-hydroxybenzene-1,2-di-carboxylate